N-(3-(6-Ethoxypyridin-3-yl)-1-methyl-1H-indol-6-yl)-4-methyl-3-((4-morpholinopyrimidin-2-yl)amino)benzamide C(C)OC1=CC=C(C=N1)C1=CN(C2=CC(=CC=C12)NC(C1=CC(=C(C=C1)C)NC1=NC=CC(=N1)N1CCOCC1)=O)C